5-Fluoro-6-(2-methoxyethoxy)-3-{3-[4-(4-methylpiperazin-1-yl)phenyl]-1,2-oxazol-5-yl}-1H-indazol FC=1C=C2C(=NNC2=CC1OCCOC)C1=CC(=NO1)C1=CC=C(C=C1)N1CCN(CC1)C